N,N'-di-1-naphthyl-N,N'-diphenyl-benzidine ethyl-6-(difluoromethyl)-5,6,7,8-tetrahydroimidazo[1,2-a]pyridine-3-carboxylate C(C)OC(=O)C1=CN=C2N1CC(CC2)C(F)F.C2(=CC=CC1=CC=CC=C21)N(C2=CC=C(C=C2)C2=CC=C(N(C1=CC=CC=C1)C1=CC=CC3=CC=CC=C13)C=C2)C2=CC=CC=C2